2-chloro-N-(5-chloro-2-(dimethylamino)pyridin-4-yl)acetamide ClCC(=O)NC1=CC(=NC=C1Cl)N(C)C